FC(S(=O)(=O)O)(F)F.FC(S(=O)(=O)O)(F)F.FC(S(=O)(=O)O)(F)F.C(C=1C(C(=O)O)=CC(C(=O)O)=CC1)(=O)O trimellitic acid tri-trifluoromethanesulfonate